ClC=1C=C(C=CC1C#N)N1CC2(CC1C)CCN(CC2)C2=CC=C(C(=O)N1CCC(CC1)N1CCN(CC1)C1=CC(=C(C(=O)NC3C(NC(CC3)=O)=O)C=C1)F)C=C2 4-(4-(1-(4-(2-(3-Chloro-4-cyanophenyl)-3-meth-yl-2,8-diazaspiro[4.5]decan-8-yl)benzoyl)-piperidin-4-yl)piperazin-1-yl)-N-(2,6-dioxopiperidin-3-yl)-2-fluorobenzamide